C1(CC1)C1=CC=C2C(NC(C2=C1)=O)COC 6-cyclopropyl-3-(methoxymethyl)isoindolin-1-one